BrC1=CC=C(OCC2N(C(OC2)=O)CC)C=C1 4-((4-Bromophenoxy)methyl)-3-ethyl-oxazolidin-2-one